FC=1C=CC2=CN(N=C2C1)CC(C)(C)O 6-fluoro-2-(2-hydroxy-2-methylpropyl)-2H-indazole